[N+](=O)([O-])OCCCCCC(=O)OCCN(C)C1CN(C1)S(=O)(=O)C1=CC(=C(C=C1)OCC)C=1NC(C2=C(N1)C(=NN2C)CCC)=O 2-((1-((4-ethoxy-3-(1-methyl-7-oxo-3-propyl-6,7-dihydro-1H-pyrazolo[4,3-d]pyrimidin-5-yl)phenyl)sulfonyl)azetidin-3-yl)(methyl)amino)ethyl 6-(nitrooxy)hexanoate